FC1=C(C=CC(=C1)F)CC(C=O)NC([O-])=O 3-(2,4-difluorophenyl)-1-oxopropan-2-ylcarbamate